COC(=O)[C@@H]1C[C@H](CCC1)OC=1C(=NC(=CC1)C=1N=NN(C1CN=[N+]=[N-])C)C (1S,3S)-3-((6-(5-(azidomethyl)-1-methyl-1H-1,2,3-triazol-4-yl)-2-methylpyridin-3-yl)oxy)cyclohexane-1-carboxylic acid methyl ester